BrC1=CC(=C(C=C1)NN)OC (4-bromo-2-methoxyphenyl)hydrazine